C(C1=CC=CC=C1)N1CC2(CC1)CCC(CC2)N[C@H](CCCCN)C(=O)N2[C@@H](CN(CC2)C(=O)OC2=CC=CC1=CC=CC=C21)C(NCC=2SC=CC2)=O naphthalen-1-yl (3S)-4-[N2-(2-benzyl-2-azaspiro[4.5]dec-8-yl)-D-lysyl]-3-[(thiophen-2-ylmethyl)carbamoyl]piperazine-1-carboxylate